(3-{1-[(3,3-Difluorocyclobutyl)methyl]-1H-pyrazol-4-yl}-6-[(7-fluoro-2-methyl-1H-1,3-benzodiazol-6-yl)oxy]quinoxalin-5-yl)-1,3-oxazolidin-2-one FC1(CC(C1)CN1N=CC(=C1)C=1C=NC2=CC=C(C(=C2N1)N1C(OCC1)=O)OC=1C=CC2=C(NC(=N2)C)C1F)F